(S)-(1-((4-((3-fluorobenzyl)oxy)benzyl)amino)-1-oxopent-2-yl)carbamic acid tert-butyl ester C(C)(C)(C)OC(N[C@H](C(=O)NCC1=CC=C(C=C1)OCC1=CC(=CC=C1)F)CCC)=O